NCCCC(CO)N 2-(3-aminopropyl)-2-aminoethanol